COCCNC(=O)C=1SC=C(C1)C1=CC(=CC=C1)[C@@H](C)NC(C1=C(C=CC(=C1)N1CCN(CC1)C)C)=O N-(2-Methoxyethyl)-4-[3-[(1R)-1-[[2-methyl-5-(4-methylpiperazin-1-yl)benzoyl]amino]ethyl]phenyl]thiophene-2-carboxamide